C(N)(=O)C=1C(=NC(=CC1)N1N=C(C=C1)OCCC1C2(C13CC3)CC2)N2C[C@@H](CC2(C)C)CCCNC(OCC2=CC=CC=C2)=O benzyl N-[3-[(3R)-1-[3-carbamoyl-6-[3-(2-dispiro[2.0.24.13]heptan-7-ylethoxy)pyrazol-1-yl]-2-pyridyl]-5,5-dimethyl-pyrrolidin-3-yl]propyl]carbamate